CC1N(C(CNC1)C)C1=C2C(N(C(C2=CC(=C1F)F)=O)C1C(NC(CC1)=O)=O)=O 4-(2,6-dimethylpiperazin-1-yl)-2-(2,6-dioxopiperidin-3-yl)-5,6-difluoroisoindoline-1,3-dione